FC=1C(=C2C(=NC(=NN2C1)NCC(C#N)(C)C)OC)C=1C=CC2=C(N(N=N2)[C@@H](CF)C)C1 (R)-3-((6-fluoro-5-(1-(1-fluoropropan-2-yl)-1H-benzo[d][1,2,3]triazol-6-yl)-4-methoxypyrrolo[2,1-f][1,2,4]triazin-2-yl)amino)-2,2-dimethylpropanenitrile